(S)-N-(4-Cyano-3-(trifluoromethyl)phenyl)-3-(3-(4-fluorophenyl)-1H-pyrrol-1-yl)-2-hydroxy-2-methylpropanamide C(#N)C1=C(C=C(C=C1)NC([C@@](CN1C=C(C=C1)C1=CC=C(C=C1)F)(C)O)=O)C(F)(F)F